C(C)(=O)C1=C(C2=C(N=C(N=C2)NC2=NC=C(C=C2)N2CCNCC2)N(C1=O)C1CCCC1)C 6-acetyl-8-cyclopentyl-5-methyl-2-[(5-piperazin-1-yl-2-pyridyl)-amino]-pyrido[2,3-d]pyrimidin-7-one